FC1(CN(CC12CCCC2)C=2C1=C(N=CN2)OC(=C1)C=1C(NC(NC1)=O)=O)F 5-[4-(4,4-Difluoro-2-azaspiro[4.4]non-2-yl)furo[2,3-d]pyrimidin-6-yl]-1H-pyrimidine-2,4-dione